C(C)OC=1C=C(C=C(C1)OCC)C(C)NCCCCC1=CC=CC=C1 N-[1-(3,5-Diethoxyphenyl)Ethyl]-4-Phenylbutan-1-Amine